FC1=CC=C2C(=CC(=NC2=C1)C1=C(C=CC=C1)C)C(C(F)(F)F)C 7-fluoro-2-(o-tolyl)-4-(1,1,1-trifluoropropan-2-yl)quinolin